COC1=CC=C(C=C1)COC(NC1CC2=C(C(=NC=C2F)C)C1)=O.C(C)(C)(CC)C=1C(=C(C=C(C1)C(C)(C)CC)N1N=C2C(=N1)C=CC=C2)O 2-(3',5'-di-tert-amyl-2'-hydroxyPhenyl)benzotriazole (4-methoxyphenyl)methyl-N-(4-fluoro-1-methyl-6,7-dihydro-5H-cyclopenta[c]pyridin-6-yl)carbamate